NC1=CC=C(OC2=CC=NC3=CC(=C(C=C23)C=2C(=C(C#N)C=CC2)F)OC)C=C1 3-(4-(4-aminophenoxy)-7-methoxyquinolin-6-yl)-2-fluorobenzonitrile